OC1(CCN(CC1)C(C[C@@H](C)C1=CC=CC=C1)=O)CN1C=NC(=CC1=O)\C=C\CN1CCCC1 (R,E)-3-((4-Hydroxy-1-(3-phenylbutanoyl)piperidin-4-yl)methyl)-6-(3-(pyrrolidin-1-yl)prop-1-en-1-yl)pyrimidin-4(3H)-one